2-((3-fluoro-5-methylphenyl)amino)-5-((4-phenoxyphenyl)amino)nicotinamide FC=1C=C(C=C(C1)C)NC1=C(C(=O)N)C=C(C=N1)NC1=CC=C(C=C1)OC1=CC=CC=C1